7-((triethylsilyl)oxy)oxododec-9-en-2-one C(C)[Si](OC(CCCCC(C=O)=O)CC=CCC)(CC)CC